tert-butyl N-methyl-N-[7-(4-methyl-6-propanoylpyridin-3-yl)-2,6-naphthyridin-3-yl]carbamate CN(C(OC(C)(C)C)=O)C=1N=CC2=CC(=NC=C2C1)C=1C=NC(=CC1C)C(CC)=O